N[C@H]1[C@@H]2N(C[C@H]1CC2)C(=O)C2=CC1=C(N(C(=N1)C=1N(C3=C(C=CC=C3C1)C1=C(C=C(C(=O)N)C=C1)F)CC1CC1)C)C(=C2)OC 4-(2-(5-((1R,4R,7R)-7-amino-2-azabicyclo[2.2.1]heptane-2-carbonyl)-7-methoxy-1-methyl-1H-benzo[d]imidazol-2-yl)-1-(cyclopropylmethyl)-1H-indol-7-yl)-3-fluorobenzamide